FC(C(=O)O)(F)F.BrC=1C=C(C=C(C1)I)[C@H](CC(=O)OC)NC(CNC(=O)C1=CC(=C2C=NNC2=C1)NC=1NCC(CN1)F)=O methyl (3S)-3-(3-bromo-5-iodophenyl)-3-(2-(4-((5-fluoro-1,4,5,6-tetrahydropyrimidin-2-yl)amino)-1H-indazole-6-carboxamido)acetamido)propanoate trifluoroacetate